(3S)-4-chloro-3-tert-butyloxy-butan-1-ol ClC[C@H](CCO)OC(C)(C)C